C(=O)O.CN([C@@]1(CN(CC[C@H]1O)C1=CC(=C(C(=C1)F)S(=O)(=O)NC1=NC=NC=C1)F)CCC1=CC(=CC=C1)C(F)(F)F)C 4-((3R,4R)-3-(Dimethylamino)-4-hydroxy-3-(3-(trifluoromethyl)-phenethyl)-piperidin-1-yl)-2,6-difluoro-N-(pyrimidin-4-yl)benzenesulfonamide formate